C(C)(C)(C)C1=CC(=CC=C1O)CC 6-tert-butyl-p-ethyl-phenol